4-Methyl-5-[3-methyl-7-[[5-(2,2,2-trifluoro-1-hydroxy-ethyl)-2-pyridyl]amino]imidazo[4,5-b]pyridin-5-yl]oxy-pyridine-2-carbonitrile CC1=CC(=NC=C1OC1=CC(=C2C(=N1)N(C=N2)C)NC2=NC=C(C=C2)C(C(F)(F)F)O)C#N